C(C)(C)(C)OC(=O)N1[C@@H](C[C@@H](C1)NC1=NC(=CC=C1)C=1C2=C(N(N=C2C=CC1)C)CCCNC)C(=O)O (2S,4S)-1-tert-Butoxycarbonyl-4-[[6-[2-methyl-3-[3-(methylamino)propyl]indazol-4-yl]-2-pyridinyl]amino]pyrrolidine-2-carboxylic acid